12-HydroxyEicosapentaenoic Acid CC/C=C\C/C=C\CC(/C=C/C=C\C/C=C\CCCC(=O)O)O